N-(3-chloro-4-iodopyridin-2-yl)-3-fluoro-N-((3-fluoropropyl)sulfonyl)-propane-1-sulfonamide ClC=1C(=NC=CC1I)N(S(=O)(=O)CCCF)S(=O)(=O)CCCF